dihydrogenphosphate sodium [Na+].P(=O)(O)(O)[O-]